2-(1-((3,4-Dimethoxypyridin-2-yl)methyl)-3-(trifluoromethyl)-1H-pyrazole-4-carbonyl)-3-hydroxy-5,5-dimethylcyclohex-2-en-1-one COC=1C(=NC=CC1OC)CN1N=C(C(=C1)C(=O)C=1C(CC(CC1O)(C)C)=O)C(F)(F)F